C1(CC1)OC1=C(C=C(C=C1)N1CCN(CC1)C(C)O)[N+](=O)[O-] (4-(4-cyclopropoxy-3-nitrophenyl)piperazin-1-yl)ethan-1-ol